methyl 2-(6-((4-(2-(2-aminopyridin-3-yl)-5-phenyl-3H-imidazo[4,5-b]pyridin-3-yl)benzyl)carbamoyl)pyridin-2-yl)propanoate NC1=NC=CC=C1C1=NC=2C(=NC(=CC2)C2=CC=CC=C2)N1C1=CC=C(CNC(=O)C2=CC=CC(=N2)C(C(=O)OC)C)C=C1